(S)-3-((S)-sec-butyl)-2-oxo-5-phenyl-2,3-dihydro-1H-benzo[e][1,4]diazepine-7-carbonitrile [C@H](C)(CC)[C@@H]1N=C(C2=C(NC1=O)C=CC(=C2)C#N)C2=CC=CC=C2